2-[4-chloro-6-[2-[4-[[4-(hydroxymethyl)-1-piperidinyl]methyl]phenyl]ethynyl]-1-oxo-isoindolin-2-yl]-2-(6,7-dihydro-5H-pyrrolo[1,2-c]imidazol-1-yl)-N-thiazol-2-yl-acetamide ClC1=C2CN(C(C2=CC(=C1)C#CC1=CC=C(C=C1)CN1CCC(CC1)CO)=O)C(C(=O)NC=1SC=CN1)C1=C2N(C=N1)CCC2